(S and R)-3-{2-[(6-methoxy-2-methyl-1,2,3,4-tetrahydroisoquinolin-7-yl)amino]quinazolin-7-yl}-1,7-dioxa-3-azaspiro[4.4]nonan-2-one COC=1C=C2CCN(CC2=CC1NC1=NC2=CC(=CC=C2C=N1)N1C(O[C@@]2(C1)COCC2)=O)C |r|